C(C)(=O)N(C1=C(C=C(C=C1)C1=CC=C(C=N1)C(=O)NC1=CC=2N(C=C1)C=CN2)Cl)CC2CC2 6-[4-[acetyl-(cyclopropylmethyl)amino]-3-chloro-phenyl]-N-imidazo[1,2-a]pyridin-7-yl-pyridine-3-carboxamide